Geranyl Propionate ((E)-3,7-dimethylocta-2,6-dien-1-yl propanoate) C\C(=C/CC(C(=O)O)C)\CCC=C(C)C.C(CC)(=O)OC\C=C(/C)\CCC=C(C)C